hexacosanyl-pyridine C(CCCCCCCCCCCCCCCCCCCCCCCCC)C1=NC=CC=C1